3-{4-ethanesulfonamido-3-[(1S)-1-(pyridin-2-yl)ethoxy]phenyl}-5-[(pyrazin-2-yl)amino]-1H-pyrazole-4-carboxamide C(C)S(=O)(=O)NC1=C(C=C(C=C1)C1=NNC(=C1C(=O)N)NC1=NC=CN=C1)O[C@@H](C)C1=NC=CC=C1